N-(4-methyl-3-pyridin-2-ylphenyl)-3,5,6,9-tetrazatricyclo[6.1.1.02,6]deca-2,4-diene-9-carboxamide CC1=C(C=C(C=C1)NC(=O)N1C2CN3N=CN=C3C1C2)C2=NC=CC=C2